1-[2-cyano-4-(trifluoromethyl)phenyl]-N-[(3r,4r)-4-fluoropyrrolidin-3-yl]-4-[6-(2-methoxyphenyl)pyridin-3-yl]piperidine-4-carboxamide C(#N)C1=C(C=CC(=C1)C(F)(F)F)N1CCC(CC1)(C(=O)N[C@@H]1CNC[C@H]1F)C=1C=NC(=CC1)C1=C(C=CC=C1)OC